(2R,3S,4S,5R)-N-(6-(((tert-butyldimethylsilyl)oxy)methyl)pyridin-3-yl)-3-(3,4-difluoro-2-((S)-2-methoxypropoxy)phenyl)-4,5-dimethyl-5-(trifluoromethyl)tetrahydrofuran-2-carboxamide [Si](C)(C)(C(C)(C)C)OCC1=CC=C(C=N1)NC(=O)[C@@H]1O[C@]([C@H]([C@H]1C1=C(C(=C(C=C1)F)F)OC[C@H](C)OC)C)(C(F)(F)F)C